6-fluoro-5-(3-nitro-1-(tetrahydro-2H-pyran-2-yl)-1H-pyrazol-4-yl)indoline hydrochloride Cl.FC1=C(C=C2CCNC2=C1)C=1C(=NN(C1)C1OCCCC1)[N+](=O)[O-]